4-fluoro-2-methoxy-3-(trifluoromethyl)pyrimido[2,1-a]isoindole FC1=C(C(=NC=2N1C=C1C=CC=CC21)OC)C(F)(F)F